ClCC1=NC2=C(N1CCOC1C(C1)(F)F)C=C(C=C2OC)C(=O)OC Methyl 2-(chloromethyl)-1-(2-(2,2-difluorocyclopropoxy)ethyl)-4-methoxy-1H-benzo[d]imidazole-6-carboxylate